N-[4-[[2-Amino-3-[(3-methoxyazetidin-1-yl)methyl]-4-pyridyl]oxy]-3-fluoro-phenyl]-1-(3-Fluoro-2-pyridyl)-5-(trifluoromethyl)pyrazole-4-carboxamide NC1=NC=CC(=C1CN1CC(C1)OC)OC1=C(C=C(C=C1)NC(=O)C=1C=NN(C1C(F)(F)F)C1=NC=CC=C1F)F